2-methyl-2-(4-trifluoromethylphenyl)aminopropionitrile CC(C#N)(C)NC1=CC=C(C=C1)C(F)(F)F